8-(2-morpholinoethoxy)-2-(benzo[d][1,3]dioxol-6-yloxy)naphthalene-1,4-dione O1CCN(CC1)CCOC=1C=CC=C2C(C=C(C(C12)=O)OC=1C=CC2=C(OCO2)C1)=O